4-bromo-2-methyl-6-nitro-benzaldehyde BrC1=CC(=C(C=O)C(=C1)[N+](=O)[O-])C